bis(3-dodecylphenyl)bis(3-trifluoromethylphenyl)sulfonium tetrafluoroborate F[B-](F)(F)F.C(CCCCCCCCCCC)C=1C=C(C=CC1)[SH+](C1=CC(=CC=C1)C(F)(F)F)(C1=CC(=CC=C1)C(F)(F)F)C1=CC(=CC=C1)CCCCCCCCCCCC